trimethylolethane tri(2-ethylhexanoate) C(C)C(C(=O)O)CCCC.C(C)C(C(=O)O)CCCC.C(C)C(C(=O)O)CCCC.C(O)C(C)(CO)CO